[Br-].C1(=CC=CC=C1)[P+](C1=CC=CC=C1)(C1=CC=CC=C1)C1=CC=CC=C1 Tetraphenylphosphonium bromide